3-((3-((3r,5r,7r)-adamantan-1-yl)propanoyl)oxy)-2-(((4-(dimethylamino)butanoyl)oxy)methyl)propyl (9Z,12Z)-octadeca-9,12-dienoate C(CCCCCCC\C=C/C\C=C/CCCCC)(=O)OCC(COC(CCC12CC3CC(CC(C1)C3)C2)=O)COC(CCCN(C)C)=O